FC(C(=O)O)(F)F.NC1CC2(CN(C2)C2=C(C=C(C=C2)NC2=NC=C(C(=N2)NC2=C(C=CC=C2)P(C)(C)=O)OC)C)C1 (2-((2-((4-(6-amino-2-azaspiro[3.3]heptan-2-yl)-3-methylphenyl)amino)-5-methoxypyrimidin-4-yl)amino)phenyl)dimethylphosphine oxide trifluoroacetate